CS(=O)(=O)OCCCCCNC(NCC1=CC=C(C=C1)OC)=O 5-([[(4-Methoxyphenyl)methyl] carbamoyl]amino)pentyl methanesulfonate